7-hydroxy-4-(3-pyridyl)-coumarin OC1=CC=C2C(=CC(OC2=C1)=O)C=1C=NC=CC1